N-(4-(2-aminoethyl)phenyl)isonicotinamide NCCC1=CC=C(C=C1)NC(C1=CC=NC=C1)=O